BrC1=CC=2C3=C(N=CC2C=C1)NC(=C3C3CCC3)[Si](C)(C)C 8-bromo-1-cyclobutyl-2-(trimethylsilyl)-3H-pyrrolo[2,3-c]isoquinoline